O=C1NC(CCC1C1=C2C(NC(C2=CC=C1N1CCNCC1)=O)=O)=O (2,6-Dioxopiperidin-3-yl)-5-(piperazin-1-yl)isoindole-1,3-dione